7-(3-(2-ethylphenyl)-7,8-dihydro-1,6-naphthyridin-6(5H)-yl)-2,8,9-trimethyl-4H-pyrimido[1,2-b]pyridazin-4-one C(C)C1=C(C=CC=C1)C=1C=NC=2CCN(CC2C1)C=1C(=C(C=2N(N1)C(C=C(N2)C)=O)C)C